Ethyl 6-(N-(6-(8-(benzo[d]thiazol-2-ylcarbamoyl)-3,4-dihydroisoquinolin-2(1H)-yl)-3-(5-methyl-1-neopentyl-1H-pyrazol-4-yl)picolinoyl)sulfamoyl)hexanoate S1C(=NC2=C1C=CC=C2)NC(=O)C=2C=CC=C1CCN(CC21)C2=CC=C(C(=N2)C(=O)NS(=O)(=O)CCCCCC(=O)OCC)C=2C=NN(C2C)CC(C)(C)C